FC1(CCN(CC1)C1=NC(=CC(=N1)NC(C1=C(C=C(C=C1)NS(=O)(=O)CCOC)N1CCC2(CC2)CC1)=O)C)F N-(2-(4,4-Difluoropiperidin-1-yl)-6-methylpyrimidin-4-yl)-4-((2-methoxyethyl)sulfonamido)-2-(6-azaspiro[2.5]octan-6-yL)benzamide